ClC=1C=C(C=NC1)N1CC2(CC1=O)CCN(CC2)C2=CN=C1C(=N2)N(N=C1)CC(F)F 2-(5-chloropyridin-3-yl)-8-(1-(2,2-difluoroethyl)-1H-pyrazolo[3,4-b]pyrazin-6-yl)-2,8-diazaspiro[4.5]decan-3-one